FC(C1(CC1)NC(CC1=NC(=NC(=C1C1OCCO1)SC)C)=O)F N-[1-(difluoromethyl)cyclopropyl]-2-[5-(1,3-dioxolan-2-yl)-2-methyl-6-(methylsulfanyl)pyrimidin-4-yl]acetamide